OC1=CC=C2C3=C(C(OC2=C1)=O)C=C(C=C3)C(C(=O)N)N3CCN(CC3)C 3-hydroxy-6-oxo-6H-benzo[c]chromen-8-yl-2-(4-methylpiperazin-1-yl)acetamide